(bromomethyl)-1-(trifluoromethyl)cyclopropane BrCC1(CC1)C(F)(F)F